N-(4-(hydroxymethyl)tetrahydro-2H-pyran-4-yl)-2-methyl-5-((5-methylisoxazol-3-yl)methoxy)benzofuran-3-carboxamide OCC1(CCOCC1)NC(=O)C1=C(OC2=C1C=C(C=C2)OCC2=NOC(=C2)C)C